5-chloro-4-(cyclopentylmethoxy)-2-fluoro-N-((3-methyl-3,4-dihydroquinolin-1(2H)-yl)sulfonyl)benzamide ClC=1C(=CC(=C(C(=O)NS(=O)(=O)N2CC(CC3=CC=CC=C23)C)C1)F)OCC1CCCC1